N[C@H]1CS(C2=C(N(C1=O)CC1=CC=C(C=C1)C1=CC=C(C=C1)OC)C=C(C(=C2)F)C=2C=NC=C(C2)Cl)(=O)=O (3R)-3-amino-7-(5-chloro-3-pyridyl)-8-fluoro-5-[[4-(4-methoxyphenyl)phenyl]methyl]-1,1-dioxo-2,3-dihydro-1λ6,5-benzothiazepin-4-one